CC1=CNCC1 (R)-3-methylpyrroline